(4-Chlorophenyl) guanosine-5'-monophosphate P(=O)(O)(O)OC[C@@H]1[C@H]([C@H]([C@@](O1)(N1C=NC=2C(=O)NC(N)=NC12)C1=CC=C(C=C1)Cl)O)O